N[C@@H]1[C@@H](OCC12CCN(CC2)C2=CC(N(C(=N2)C)C2=CC=CC=C2)=O)C 6-[(3S,4S)-4-amino-3-methyl-2-oxa-8-azaspiro[4.5]decan-8-yl]-2-methyl-3-phenyl-3,4-dihydropyrimidin-4-one